[2-[4-[[5-(2,2-Difluorocyclopropyl)-1H-pyrazol-3-yl]amino]pyrimidin-2-yl]-2-azabicyclo[2.2.1]heptan-4-yl]methanol FC1(C(C1)C1=CC(=NN1)NC1=NC(=NC=C1)N1C2CCC(C1)(C2)CO)F